ClC1=C(C(=C(C=C1)OC)Cl)C 1,3-dichloro-4-methoxy-2-methylbenzene